tert-butyl (2S,5S)-4-(7-(8-chloronaphthalen-1-yl)-6-methyl-2-(((S)-1-methylpyrrolidin-2-yl)methoxy)-8-oxo-7,8-dihydropyrimido[5,4-d]pyrimidin-4-yl)-2,5-dimethylpiperazine-1-carboxylate ClC=1C=CC=C2C=CC=C(C12)N1C(=NC2=C(N=C(N=C2N2C[C@@H](N(C[C@@H]2C)C(=O)OC(C)(C)C)C)OC[C@H]2N(CCC2)C)C1=O)C